N-((1S,2R)-2-methylcyclopentyl)-2-(pyridin-4-yl)pyrido[3,4-d]pyrimidin-4-amine C[C@H]1[C@H](CCC1)NC=1C2=C(N=C(N1)C1=CC=NC=C1)C=NC=C2